((methyl sulfonyl)oxy)piperidine-1-carboxylate CS(=O)(=O)OC1N(CCCC1)C(=O)[O-]